N-(4-(4-Methylpiperazin-1-yl)phenyl)-4-((3-(2-methylthiazol-4-yl)phenyl)amino)-2-oxo-1,2-dihydropyridine-3-carboxamide CN1CCN(CC1)C1=CC=C(C=C1)NC(=O)C=1C(NC=CC1NC1=CC(=CC=C1)C=1N=C(SC1)C)=O